2,3-di-n-butylphenol C(CCC)C1=C(C=CC=C1CCCC)O